3,4,3',4'-tetraaminobiphenyl NC=1C=C(C=CC1N)C1=CC(=C(C=C1)N)N